OC=1C2(N3C=C(C=C3C(C1C(=O)NCC(=O)O)=O)C1=CC=CC=C1)CCCCC2 (6'-Hydroxy-8'-oxo-2'-phenyl-8'H-spiro[cyclohexane-1,5'-indolizine]-7'-carbonyl)glycine